(R)-1-(1-acryloylpyrrolidin-3-yl)-4-amino-N-(5-(thiophen-2-yl)benzo[d]oxazol-2-yl)-1H-pyrazolo[3,4-d]pyrimidine-3-carboxamide C(C=C)(=O)N1C[C@@H](CC1)N1N=C(C=2C1=NC=NC2N)C(=O)NC=2OC1=C(N2)C=C(C=C1)C=1SC=CC1